COC(CN1CCN(CC1)C(=O)OCCCC)=O butyl 4-(2-methoxy-2-oxo-ethyl)piperazine-1-carboxylate